(2-Amino-7-fluoro-3-methylquinolin-6-yl)(2-(2-(1-methylpiperidin-4-yl)benzo[d]thiazol-6-yl)pyrazolidin-1-yl)methanone NC1=NC2=CC(=C(C=C2C=C1C)C(=O)N1N(CCC1)C1=CC2=C(N=C(S2)C2CCN(CC2)C)C=C1)F